C(C)(C)N1C(=NC2=C1C=C(C=C2)B2OC(C(O2)(C)C)(C)C)OC 1-isopropyl-2-methoxy-6-(4,4,5,5-tetramethyl-1,3,2-dioxaborolan-2-yl)-1H-benzo[d]Imidazole